[Pt].S1C=NC(=C1)C=1NC2=C(N1)C=CC=C2 2-(thiazol-4-yl)benzimidazole platinum